perfluoro-beta-ethanesultone FC1(C(OS1(=O)=O)(F)F)F